C(C)(=O)N1C[C@@H](CC1)OC1=CC=C2C(=CNC(C2=C1)=O)C1=C(C=CC=C1)C (R)-7-((1-acetylpyrrolidin-3-yl)oxy)-4-(o-tolyl)isoquinolin-1(2H)-one